5-benzyl-N-((1aS,2S,8bR)-5,7-difluoro-3-oxo-1,1a,2,3,4,8b-hexahydrobenzo[b]cycloprop[d]azepin-2-yl)-4H-1,2,4-triazole-3-carboxamide C(C1=CC=CC=C1)C=1NC(=NN1)C(=O)N[C@H]1[C@@H]2[C@H](C3=C(NC1=O)C(=CC(=C3)F)F)C2